O=C[C@H](O)[C@H](O)[C@H](O)[C@H](O)C(=O)O allouronic acid